6-amino-7-(3-methoxy-2,6-dimethylphenyl)-3-methylpyrrolo[1,2-b]pyridazine-5-carbonitrile NC=1C(=C2N(N=CC(=C2)C)C1C1=C(C(=CC=C1C)OC)C)C#N